CC=1C=C(C2=C(SC3=C2N=CN=C3N3CCCC3)N1)C 7,9-dimethyl-4-pyrrolidin-1-yl-pyrido[3',2':4,5]thieno[3,2-d]pyrimidine